p-hydroxy-styryl-2,6-bis(trichloromethyl)-s-triazine OC1=NC(N(C(=N1)C(Cl)(Cl)Cl)C=CC1=CC=CC=C1)C(Cl)(Cl)Cl